1-butenyl-boric acid C(=CCC)OB(O)O